((2R,3R)-3-(2,6-dichlorophenyl)-1,4-dioxaspiro[4.5]decan-2-yl)methyl sulfamate S(N)(OC[C@H]1OC2(O[C@@H]1C1=C(C=CC=C1Cl)Cl)CCCCC2)(=O)=O